1-(4-((1S,2S)-6-(benzyloxy)-2-(cyclopentylmethyl)-1,2,3,4-tetrahydronaphthalen-1-yl)phenyl)-4-(dimethoxymethyl)piperidine C(C1=CC=CC=C1)OC=1C=C2CC[C@H]([C@H](C2=CC1)C1=CC=C(C=C1)N1CCC(CC1)C(OC)OC)CC1CCCC1